4-chloro-2,6-bis(1,1-dimethylethyl)-phenol ClC1=CC(=C(C(=C1)C(C)(C)C)O)C(C)(C)C